ethyl 1-adamantanoate C12(CC3CC(CC(C1)C3)C2)C(=O)OCC